C(C)OC(=O)C1=C(C2=C(CCC3=CN(N=C23)CC2CCN(CC2)C(=O)C2CC2)O1)C(F)(F)F 2-{[1-(cyclopropanecarbonyl)piperidin-4-yl]methyl}-8-(trifluoromethyl)-4,5-dihydro-2H-furo[2,3-g]indazole-7-carboxylic acid ethyl ester